FC(S(=O)(=O)OC=1C=2C(N(C(C1)=O)CC)=CN(N2)C2OCCCC2)(F)F 4-ethyl-5-oxo-2-(tetrahydro-2H-pyran-2-yl)-4,5-dihydro-2H-pyrazolo[4,3-b]pyridin-7-yl trifluoromethanesulfonate